(S)-N-((R)-cyclopropyl(7-fluoro-1-((2-(trimethylsilyl)ethoxy)methyl)-1H-benzo[d]imidazol-5-yl)methyl)-2-methylpropane-2-sulfinamide C1(CC1)[C@@H](N[S@@](=O)C(C)(C)C)C1=CC2=C(N(C=N2)COCC[Si](C)(C)C)C(=C1)F